Diethylphosphinic Acid Aluminum salt [Al+3].C(C)P([O-])(=O)CC.C(C)P([O-])(=O)CC.C(C)P([O-])(=O)CC